FC=1C=C(C=CC1)C(CNC=O)([2H])[2H] (2-(3-fluorophenyl)ethyl-2,2-d2)formamide